tert-butyl 3-bromo-6,7-dihydro-pyrazolo[1,5-a]pyrazine-5(4H)-carboxylate BrC=1C=NN2C1CN(CC2)C(=O)OC(C)(C)C